FCC1CN2C(C(N(O1)C)=O)=C1C(=N2)CC(NC1)C 4-(Fluoromethyl)-2,9-dimethyl-4,5,8,9,10,11-hexahydropyrido[4',3':3,4]pyrazolo-[5,1-d][1,2,5]oxadiazepin-1(2H)-one